S1C(=NC2=C1C=CC=C2)SC2=C(C=C(C=C2)NC(=O)NC2=CC=C(C=C2)F)Cl 1-(4-(benzo[d]thiazol-2-ylsulfanyl)-3-chlorophenyl)-3-(4-fluorophenyl)urea